(R)-7-((tert-butoxycarbonyl)amino)-6-(2,5-dioxo-2,5-dihydro-1H-pyrrol-1-yl)heptanoic acid C(C)(C)(C)OC(=O)NC[C@@H](CCCCC(=O)O)N1C(C=CC1=O)=O